tert-Butyl 4-((5-chloropyrimidin-2-yl)amino)piperidine-1-carboxylate ClC=1C=NC(=NC1)NC1CCN(CC1)C(=O)OC(C)(C)C